OC[C@@]1(CCC2=CC=C(C=C12)C(=O)O)C (3R)-3-(hydroxymethyl)-3-methyl-indan-5-carboxylic acid